C(CCCC)C(C(C(O)CCCCC)O)O diamylglycerol